C(#N)C1=CC(=C(COC2=CC=CC(=N2)C2=C(C(=C(CC3=NC4=C(N3C3COCC3(C)C)C=C(C=C4F)C(=O)OC)C(=C2)F)F)F)C=C1)F methyl 2-(4-(6-((4-cyano-2-fluorobenzyl)oxy)pyridin-2-yl)-2,3,6-trifluorobenzyl)-1-(4,4-dimethyltetrahydrofuran-3-yl)-4-fluoro-1H-benzo[d]imidazole-6-carboxylate